N-isobutyl-8-methoxy-quinazolin-4-amine C(C(C)C)NC1=NC=NC2=C(C=CC=C12)OC